tert-butyl (2R,3S,4S)-4-[(2-methoxyethoxy)methoxy]-3-[({2-[(3S)-oxolan-3-yl]ethyl}carbamoyl)oxy]-2-{[4-(1,3-thiazol-5-yl)phenyl]methyl}pyrrolidine-1-carboxylate COCCOCO[C@@H]1[C@H]([C@H](N(C1)C(=O)OC(C)(C)C)CC1=CC=C(C=C1)C1=CN=CS1)OC(NCC[C@@H]1COCC1)=O